The molecule is a carbohydrate acid derivative anion arising from selective deprotonation of the carboxy function of D-glucuronic acid 1-phosphate. It has a role as a human metabolite. It is a carbohydrate acid derivative anion and a monocarboxylic acid anion. It derives from a D-glucuronate. It is a conjugate base of a D-glucuronic acid 1-phosphate. [C@@H]1([C@@H]([C@H](OC([C@@H]1O)OP(=O)(O)O)C(=O)[O-])O)O